4-methyl-2,5-diethyloxazole CC=1N=C(OC1CC)CC